(S)-2-(4-(6-((6-((2-amino-2-oxoethyl)carbamoyl)pyridin-3-yl)methoxy)pyridin-2-yl)-2,5-difluorobenzyl)-1-(oxetan-2-ylmethyl)-1H-benzo[d]imidazole-6-carboxylic acid NC(CNC(=O)C1=CC=C(C=N1)COC1=CC=CC(=N1)C1=CC(=C(CC2=NC3=C(N2C[C@H]2OCC2)C=C(C=C3)C(=O)O)C=C1F)F)=O